NC=1N=NC(=CC1N1CC2CCC(C1)N2CC2=CC=C(C=C2)N2C(NC(CC2)=O)=O)C2=C(C=CC(=C2)F)O 1-(4-((3-(3-amino-6-(5-fluoro-2-hydroxyphenyl)pyridazin-4-yl)-3,8-diazabicyclo[3.2.1]octan-8-yl)methyl)phenyl)dihydropyrimidine-2,4(1H,3H)-dione